C(C)C1C(=CC2=CC=CC=C12)[Li] 1-ethyl-indenyl-lithium